S1OC[C@@H]2N1CCN(C2)C(=O)O (R)-tetrahydro-[1,2,3]oxathiazolo[3,4-a]pyrazine-5(3H)-carboxylic acid